dimethyl-aminosilane methyl-4-(1-allyl-4-(trifluoromethyl)-1H-imidazol-2-yl)-3-vinylbenzoate COC(C1=CC(=C(C=C1)C=1N(C=C(N1)C(F)(F)F)CC=C)C=C)=O.C[SiH](N)C